6-(3-((benzyloxy)methyl)-4-ethyl-5-oxo-4,5-dihydro-1H-1,2,4-triazol-1-yl)-7-fluoro-2-(o-tolyl)-4-(1,1,1-trifluoropropan-2-yl)phthalazin-1(2H)-one C(C1=CC=CC=C1)OCC1=NN(C(N1CC)=O)C=1C=C2C(=NN(C(C2=CC1F)=O)C1=C(C=CC=C1)C)C(C(F)(F)F)C